2-methylbiphenyl-3-ylmethyl (1RS)-cis-3-[(Z)-2-chloro-3,3,3-trifluoroprop-1-enyl]-2,2-dimethylcyclopropanecarboxylate Cl\C(=C/[C@@H]1C([C@@H]1C(=O)OCC=1C(=C(C=CC1)C1=CC=CC=C1)C)(C)C)\C(F)(F)F